C1(=CC=CC=C1)C(=COCCOCCOCCOCCCC)C1=CC=CC=C1 1,1-diphenyl-3,6,9,12-tetraoxahexadeca-1-ene